[N+](=O)([O-])C1=NN(C=C1C=1C=C2CCNC(C2=CC1)=O)C1=CC(=CC=C1)N1C(C=CC1)=O 6-(3-nitro-1-(3-(2-oxo-2,5-dihydro-1H-pyrrol-1-yl)phenyl)-1H-pyrazol-4-yl)-3,4-dihydroisoquinolin-1(2H)-one